N-(2-amino-4-fluorophenyl)-4-[[[4-[(piperidin-4-yl)amino]pyrrolo[2,1-f][1,2,4]triazin-2-yl]thio]methyl]benzamide NC1=C(C=CC(=C1)F)NC(C1=CC=C(C=C1)CSC1=NN2C(C(=N1)NC1CCNCC1)=CC=C2)=O